COC(C(=C(C[N+](=O)[O-])SC)C#N)=O 2-cyano-3-(methylthio)-4-nitrobut-2-enoic acid methyl ester